3-chloroisonicotinonitrile ClC1=C(C#N)C=CN=C1